CC1=NC(=CC=C1NC(NC1=C(C=CC=C1)S(=O)(=O)N)=O)C1=CC=C(C=C1)C 2-(3-(2-Methyl-6-(p-tolyl)pyridine-3-yl)ureido)benzenesulfonamide